FC1=C(C(=CC(=C1)OC)F)C1=CC(=NN1C)OC1=NC=CC(=C1)OC 2-((5-(2,6-difluoro-4-methoxyphenyl)-1-methyl-1H-pyrazol-3-yl)oxy)-4-methoxypyridine